3-(6-hydroxyphenyl)-acetone OC1=CC=CC=C1CC(C)=O